3-((3-(3,3-difluoropropyl)-5-(4-fluorophenyl)-2,3-dimethyl-1,1-dioxido-7-(trifluoromethyl)-2,3,4,5-tetrahydrobenzo[f][1,2,5]thiadiazepin-8-yl)oxy)-2,2-dimethylpropanoic acid FC(CCC1(N(S(C2=C(N(C1)C1=CC=C(C=C1)F)C=C(C(=C2)OCC(C(=O)O)(C)C)C(F)(F)F)(=O)=O)C)C)F